CC(C(=O)OC1=CC(=CC2=CC=C(C(=C12)CC)F)Cl)(C)C (3-chloro-8-ethyl-7-fluoro-1-naphthyl) 2,2-dimethylpropanoate